C[N+]1=CNC2=C1CC1=CC=CC=C1C2=O 3-methyl-9-oxo-4,9-dihydro-1H-naphtho[2,3-d]imidazole-3-ium